2-((((9H-Fluoren-9-yl)methoxy)carbonyl)(methyl)amino)-4-(p-tolyl)butanoic acid C1=CC=CC=2C3=CC=CC=C3C(C12)COC(=O)N(C(C(=O)O)CCC1=CC=C(C=C1)C)C